C(CC)OCCl 1-chloromethyl propyl ether